deoxysulfurous acid acetate C(C)(=O)O.S(O)=O